2-(4-fluorophenyl)propionic acid FC1=CC=C(C=C1)C(C(=O)O)C